C1(CC1)CN1C[C@H](CC1)OC1=C(C(=CC=C1)F)NC(=O)N1CCC(CC1)(C)C1=NOC(=N1)[C@H]1[C@H](C1)F N-(2-{[(3S)-1-(cyclopropylmethyl)pyrrolidin-3-yl]oxy}-6-fluorophenyl)-4-{5-[(1S,2S)-2-fluorocyclopropyl]-1,2,4-oxadiazol-3-yl}-4-methylpiperidine-1-carboxamide